5-cyclopropyl-N-[(1s,4s)-4-{[2-(trifluoromethyl)imidazo[1,2-a]pyridin-5-yl]amino}cyclohexyl]-1H-pyrazole-4-carboxamide C1(CC1)C1=C(C=NN1)C(=O)NC1CCC(CC1)NC1=CC=CC=2N1C=C(N2)C(F)(F)F